[N-](S(=O)(=O)C(F)(F)F)S(=O)(=O)C(F)(F)F.CN1C(CCC1)CCCC N-methylbutyl-pyrrolidine bistrifluoromethanesulfonimide salt